C(#N)C1=C(N=C(S1)N(C1=C(N=C2N1C=C(C=C2)C=2C=C(C(=NC2)C(=O)[O-])F)CC)C)C2=CC=C(C=C2)F 5-(3-((5-cyano-4-(4-fluorophenyl) thiazol-2-yl) (methyl) amino)-2-ethylimidazo[1,2-a]pyridin-6-yl)-3-fluoropyridinecarboxylate